COC(CCN1C[C@H]([C@H](CC1)NC1=NN2C(C=NC(=C2OC(C)C)C=2C=NNC2)=N1)C)OC N-((3R,4S)-1-(3,3-dimethoxypropyl)-3-methylpiperidin-4-yl)-5-isopropoxy-6-(1H-pyrazol-4-yl)-[1,2,4]triazolo[1,5-a]pyrazin-2-amine